FC=1C=CC=C2C(=NN(C12)CC(C(=O)OCC(F)(F)F)(C)C)C1=CC=CC=C1 2,2,2-Trifluoroethyl 3-(7-fluoro-3-phenyl-1H-indazol-1-yl)-2,2-dimethylpropanoate